C(C)(C)(C)OC(=O)N(CCN1C(C(=CC2=C1N=C(N=C2)NC=2C=NN(C2)CC(OC)OC)N2CCN(C1=C(C=CC=C21)C)C(=O)OCC2=CC=CC=C2)=O)C benzyl 4-[8-[2-[tert-butoxycarbonyl(methyl)amino]ethyl]-2-[[1-(2,2-dimethoxyethyl)pyrazol-4-yl]amino]-7-oxo-pyrido[2,3-d]pyrimidin-6-yl]-8-methyl-2,3-dihydroquinoxaline-1-carboxylate